2-dimethoxypropyl-diethyl-1,2-dimethoxypropane COC(CCC(C(OC)(CC)CC)(C)OC)OC